ethyl 2-(3-chloropyridin-2-yl)-5-oxo-pyrazolidine-3-carboxylate ClC=1C(=NC=CC1)N1NC(CC1C(=O)OCC)=O